1-(tert-butyl)-3-(2-cyano-6-methoxyphenyl)urea C(C)(C)(C)NC(=O)NC1=C(C=CC=C1OC)C#N